C(C)CC(C)S(=O)N ethylpropane-2-sulfinamide